6-benzyl 5-methyl (S)-6-azaspiro[2.5]octane-5,6-dicarboxylate C1CC12C[C@H](N(CC2)C(=O)OCC2=CC=CC=C2)C(=O)OC